2-(2-fluoro-5-mercapto-4-methylphenyl)isoindole FC1=C(C=C(C(=C1)C)S)N1C=C2C=CC=CC2=C1